NC1=C(C=CC=C1)NC(C1=CC(=CC=C1)OC1=CC=C(C=C1)C=1N=NC=CC1)=O N-(2-aminophenyl)-3-(4-(pyridazin-3-yl)phenoxy)benzamide